C1(CC1)C1OCCC1 2-cyclopropyltetrahydrofuran